5-(3-bromophenyl)-3-fluoro-5,8,8-trimethyl-5,8,9,10-tetrahydrobenzo[b][1,8]naphthyridin-6(7H)-one BrC=1C=C(C=CC1)C1(C2=C(NC=3N=CC(=CC13)F)CC(CC2=O)(C)C)C